COC1=C(C(=O)[O-])C=C(C=C1)S(N)(=O)=O 2-methoxy-5-sulfamoylbenzoate